benzothianide S1[CH-]CCC2=C1C=CC=C2